1,3,5-tris{2-(trimethoxysilyl)ethyl}-1,1,3,5,5-pentamethyltrisiloxane CO[Si](CC[Si](O[Si](O[Si](C)(C)CC[Si](OC)(OC)OC)(C)CC[Si](OC)(OC)OC)(C)C)(OC)OC